C(C)(C)(C)OC([C@@H](CC1=CC2=C(S1)C=CC(=C2)C=O)[C@@H]2CN(CC2)C(=O)OC(C)(C)C)=O tert-butyl (R)-3-((S)-1-(tert-butoxy)-3-(5-formylbenzo[b]thiophene-2-yl)-1-oxopropane-2-yl)pyrrolidine-1-carboxylate